C(C)(C)(C)OC(=O)N1CCC(CC1)CN(CCCNC1=CC(=NC2=CC=CC=C12)C1=CC=C(C=C1)OC)CC1CCN(CC1)C(=O)OC(C)(C)C tert-Butyl 4-{[({1-[(tert-butoxy)carbonyl]piperidin-4-yl}methyl)(3-{[2-(4-methoxyphenyl)-quinolin-4-yl]amino}propyl)amino]methyl}piperidine-1-carboxylate